L-N-ISOBUTYRYL-CYSTEINE C(C(C)C)(=O)N[C@@H](CS)C(=O)O